C(C)C=1NC(=C(N1)C1=CC(=C(C=C1)F)C)C1=CC=C2C=NNC2=C1 6-(2-Ethyl-4-(4-fluoro-3-methylphenyl)-1H-imidazol-5-yl)-1H-indazole